5-[5-(Piperidin-4-yloxy)-2,3-dihydro-1H-isoindol-2-yl]-4-(trifluoromethyl)-2,3-dihydropyridazin-3-one N1CCC(CC1)OC=1C=C2CN(CC2=CC1)C1=C(C(NN=C1)=O)C(F)(F)F